C(C)(=O)ON(OC(C)=O)CCN(OC(C)=O)CCC[Si](OC)(OC)OC N-[beta-(N,N-diacetoxy)aminoethyl]-gamma-(N-acetoxy)aminopropyltrimethoxysilane